C1CCC2=C(C=CC=C12)CO (2,3-dihydro-1H-inden-4-yl)methanol